N-(4-[[(5-tert-Butyl-1,2-oxazol-3-yl)carbamoyl]amino]phenyl)-5-[(1,2,2,6,6-pentamethylpiperidin-4-yl)oxy]pyridine-2-carboxamide methanesulfonate CS(=O)(=O)O.C(C)(C)(C)C1=CC(=NO1)NC(=O)NC1=CC=C(C=C1)NC(=O)C1=NC=C(C=C1)OC1CC(N(C(C1)(C)C)C)(C)C